heptadecan-9-yl 8-((3-acetamido-2-hydroxypropyl)(6-(((nonyloxy)carbonyl)oxy)hexyl)amino)octanoate C(C)(=O)NCC(CN(CCCCCCCC(=O)OC(CCCCCCCC)CCCCCCCC)CCCCCCOC(=O)OCCCCCCCCC)O